(2-(2-(3-(3-bromophenyl)-3-hydroxypropyl)-5-oxopyrazolidin-1-yl)ethyl)-2-hydroxybenzoic acid methyl ester COC(C1=C(C(=CC=C1)CCN1N(CCC1=O)CCC(O)C1=CC(=CC=C1)Br)O)=O